(3R,4R)-3-(N,N-BIS(4-METHOXYBENZYL)SULFAMOYL)-4-METHYLHEPT-6-ENOIC ACID COC1=CC=C(CN(S(=O)(=O)[C@H](CC(=O)O)[C@@H](CC=C)C)CC2=CC=C(C=C2)OC)C=C1